C1(CC1)C1=CC(=NN1C(=O)OC(C)(C)C)NC(CC=1C=NN(C1)C1=NC=CC(=C1)C)=O tert-butyl 5-cyclopropyl-3-{2-[1-(4-methylpyridin-2-yl)pyrazol-4-yl]acetamido}pyrazole-1-carboxylate